N1(CCC1)C(=O)C=1C=C2C=CNC2=CC1 azetidin-1-yl-(1H-indol-5-yl)methanone